CN(C1CCN(CC1)C(=O)C1=CC=C(C2=C1CCO2)NC2=CC(=C1C(=N2)NC=C1C(F)(F)F)NCC)C (4-(dimethylamino)piperidin-1-yl)(7-((4-(ethylamino)-3-(trifluoromethyl)-1H-pyrrolo[2,3-b]pyridin-6-yl)amino)-2,3-dihydrobenzofuran-4-yl)methanone